BrC=1N=C(SC1)N 4-bromo-1,3-thiaAzol-2-amine